(S)-3-(2',6'-dimethylbiphenyl-4-yl)-3-(3-(4-hydroxy-1,6-dimethyl-2-oxo-1,2-dihydropyridin-3-yl)ureido)propanoic acid CC1=C(C(=CC=C1)C)C1=CC=C(C=C1)[C@H](CC(=O)O)NC(=O)NC=1C(N(C(=CC1O)C)C)=O